(3-(tert-butyl)-4-fluorophenyl)magnesium bromide C(C)(C)(C)C=1C=C(C=CC1F)[Mg]Br